FC1=CC=C2CCN(CC2=C1)C1=CC(=C(C(=C1)C)NC(CC(C)(C)C)=O)C N-[4-(7-fluoro-3,4-dihydro-1H-isoquinolin-2-yl)-2,6-dimethyl-phenyl]-3,3-dimethylbutanamide